2-(4-aminophenyl)-N4-(5-cyclopropyl-1H-pyrazol-3-yl)quinazoline-2,4-diamine NC1=CC=C(C=C1)C1(NC2=CC=CC=C2C(=N1)NC1=NNC(=C1)C1CC1)N